(Cyclopropylmethyl)triphenylphosphine bromide [Br-].C1(CC1)CC1=C(C=CC=C1)P(C1=CC=CC=C1)C1=CC=CC=C1